ClC1=CN=C2C(=NC(=NN21)C2=C(C=CC=C2F)F)NC2CCN(CC2)C2CCOCC2 7-chloro-2-(2,6-difluorophenyl)-N-(1-(tetrahydro-2H-pyran-4-yl)piperidin-4-yl)imidazo[2,1-f][1,2,4]triazin-4-amine